3-[6-(azetidin-1-yl)pyridin-2-yl]-1-{[5-(4-{[(2,4-dimethoxyphenyl)methyl]amino}-5-(1-methyl-1H-pyrazol-3-yl)-7H-pyrrolo[2,3-d]pyrimidin-7-yl)pyridin-3-yl]methyl}urea N1(CCC1)C1=CC=CC(=N1)NC(NCC=1C=NC=C(C1)N1C=C(C2=C1N=CN=C2NCC2=C(C=C(C=C2)OC)OC)C2=NN(C=C2)C)=O